BrC1=NN(C(=N1)[C@@H](C)O)C (R)-1-(3-bromo-1-methyl-1H-1,2,4-triazol-5-yl)ethanol